C(C1=CC=CC=C1)OCC1=NN(C(N1CC)=O)C1=NC=2C(=CN(CC2C=C1F)C1=C(C=CC(=C1)C)F)Br (3-((benzyloxy)methyl)-4-ethyl-5-oxo-4,5-dihydro-1H-1,2,4-triazol-1-yl)-8-bromo-3-fluoro-6-(2-fluoro-5-methylphenyl)-1,6-naphthyridine